COC(=O)C12CC(C1)(C2)N[C@H](CC2=CNC1=CC=CC=C21)C (S)-3-((1-(1H-indol-3-yl)propan-2-yl)amino)bicyclo[1.1.1]Pentane-1-carboxylic acid methyl ester